C1=CC(=CC=C1C2=CC(=O)C3=C(C=C(C=C3O2)O[C@H]4[C@@H]([C@H]([C@@H]([C@H](O4)CO[C@H]5[C@@H]([C@H]([C@@H]([C@H](O5)CO)O)O)O)O)O)O)O)O The molecule is a glycosyloxyflavone that is apigenin substituted by a 6-O-beta-D-glucopyranosyl-beta-D-glucopyranoside group at position 7. It has a role as a plant metabolite. It is a dihydroxyflavone, a disaccharide derivative, a glycosyloxyflavone and a gentiobioside. It derives from an apigenin.